FC=1C=C(C=NC1C)[C@H]1N(OCC1)C(=O)C1CCNCC1 [(3S)-3-(5-fluoro-6-methyl-3-pyridyl)isoxazolidin-2-yl]-(4-piperidyl)methanone